cyclohexane-1,3,5-triamine C1(CC(CC(C1)N)N)N